FC1=CC(=C(C(C=C1)=O)O)C 5-fluoro-2-hydroxy-3-methylcyclohepta-2,4,6-trien-1-one